(R)-3,4-dimethylpiperazine-1-carbonyl chloride C[C@@H]1CN(CCN1C)C(=O)Cl